(S)-2-(4-(6-((4-cyanobenzyl)oxy)pyridin-2-yl)-2,3,6-trifluorobenzyl)-1-(4,4-dimethyltetrahydrofuran-3-yl)-1H-benzo[d]imidazole-6-carboxylic acid C(#N)C1=CC=C(COC2=CC=CC(=N2)C2=C(C(=C(CC3=NC4=C(N3[C@@H]3COCC3(C)C)C=C(C=C4)C(=O)O)C(=C2)F)F)F)C=C1